C1(=CC=CC=C1)C1=C(C(=C(C=C1)C=1[Se]C2=C(C1C1=CC=CC=C1)C(=CC=C2)C2=CC=CC=C2)C2=NN=NC=C2)C2=CC=CC=C2 diphenyltriazinyl(diphenylbenzselenophenyl)benzene